C(C)(C)N1N=NC(=C1)C1=NC(=NC=C1)NC1=CC=C(C(=O)O)C=C1 4-((4-(1-isopropyl-1H-1,2,3-triazol-4-yl)pyrimidin-2-yl)amino)benzoic acid